C(C)N(C)C1=NC=CC=C1 [ethyl(methyl)amino]pyridine